NC=1C(=CC(=C2C(NC(C12)=O)(O)C1=C(C=C(C=C1)F)Cl)[N+](=O)[O-])CO 7-amino-3-(2-chloro-4-fluorophenyl)-3-hydroxy-6-(hydroxymethyl)-4-nitro-2,3-dihydro-1H-isoindol-1-one